diisopropyltert-butoxymethanimidamide C(C)(C)N(C(=N)OC(C)(C)C)C(C)C